ClC=1C(=C(C=CC1F)[C@H]1[C@H](O[C@@](C1)(C(F)(F)F)C)C(=O)NC1=CC(=NC=C1)C(=O)NC)OC (2S,3S,4S,5S)-4-[[3-(3-chloro-4-fluoro-2-methoxy-phenyl)-5-methyl-5-(trifluoromethyl)tetrahydrofuran-2-carbonyl]amino]-N-methyl-pyridine-2-carboxamide